rac-N-{(4S)-1-[(1R,2R)-2-(2',6'-difluoro[1,1'-biphenyl]-2-yl)cyclopropane-1-carbonyl]azepan-4-yl}methanesulfonamide FC1=C(C(=CC=C1)F)C1=C(C=CC=C1)[C@H]1[C@@H](C1)C(=O)N1CC[C@H](CCC1)NS(=O)(=O)C |r|